BrCC=1OC=C(N1)C(C)(C)C 2-(bromo-methyl)-4-tert-butyl-oxazole